2-((5-chloro-2,3-dihydro-1H-inden-2-yl)amino)-6-(oxetan-3-yl)-6,7-dihydro-5H-pyrrolo[3,4-d]pyrimidin-5-one ClC=1C=C2CC(CC2=CC1)NC=1N=CC2=C(N1)CN(C2=O)C2COC2